(2-(2H-1,2,3-triazol-2-yl)pyridin-3-yl)((1S,4S,6R)-6-((5-(trifluoromethyl)pyrimidin-2-yl)amino)-2-azabicyclo[2.2.1]heptan-2-yl)methanone N=1N(N=CC1)C1=NC=CC=C1C(=O)N1[C@@H]2[C@@H](C[C@H](C1)C2)NC2=NC=C(C=N2)C(F)(F)F